4-[2,6-Dioxo-4-(trifluoromethyl)-3,6-dihydropyrimidin-1(2H)-yl]-5-fluoro-2-(2,4,6-trimethylphenoxy)benzonitrile O=C1N(C(C=C(N1)C(F)(F)F)=O)C1=CC(=C(C#N)C=C1F)OC1=C(C=C(C=C1C)C)C